The molecule is an L-alpha-amino acid anion that is the conjugate base of N-acetyl-L-methionine, obtained by deprotonation of the carboxy group. It is a conjugate base of a N-acetyl-L-methionine. It is an enantiomer of a N-acetyl-D-methionine(1-). CC(=O)N[C@@H](CCSC)C(=O)[O-]